N1N=CC=C1C=1C=CC(=NC1)OC1=CC=C(C=C1)C1=NN(C=C1)C[C@@H](CO)N (S)-3-(3-(4-((5-(1H-pyrazol-5-yl)pyridin-2-yl)oxy)phenyl)-1H-pyrazol-1-yl)-2-aminopropan-1-ol